N-(4-amino-1H-pyrazolo[4,3-c]pyridin-7-yl)-N'-benzyl-N'-(pyrimidin-2-ylmethyl)oxamide NC1=NC=C(C2=C1C=NN2)NC(=O)C(=O)N(CC2=NC=CC=N2)CC2=CC=CC=C2